O1C=CC=2C(=NC=CC21)C2=CC=C(C(=O)N[C@@H]1CC[C@@H](CC1)C(C)(C)O)C=C2 4-(furo[3,2-c]pyridin-4-yl)-N-[cis-4-(2-hydroxypropan-2-yl)cyclohexyl]benzamide